F[Sb-](F)(F)(F)(F)F.C(C)[P+](C1=CC=CC=C1)(C1=CC=CC=C1)C1=CC=CC=C1 ethyltriphenylphosphonium hexafluoroantimonate